C(C)(C)(C)OC(=O)N1[C@@H](CC1)CO (S)-1-(tert-Butoxycarbonyl)-2-azetidinemethanol